N1C(=NC=C1)C=1CN(C2=NC(=CC=C2C1NC)C(F)(F)F)C1=CC=CC=C1 3-(1H-imidazol-2-yl)-4-(methylamino)-1-phenyl-7-(trifluoromethyl)-1,8-naphthyridine